tert-butyl 4-(4-((6-cyano-8-cyclopentyl-7-oxo-7,8-dihydropyrido[2,3-d]pyrimidin-2-yl)amino)-2-oxopyridin-1(2H)-yl)piperidine-1-carboxylate C(#N)C1=CC2=C(N=C(N=C2)NC2=CC(N(C=C2)C2CCN(CC2)C(=O)OC(C)(C)C)=O)N(C1=O)C1CCCC1